6-(4-[3-[(2R)-2-[[6-Oxo-5-(trifluoromethyl)-1,6-dihydropyridazin-4-yl]amino]-2-phenylethoxy]propanoyl]piperazin-1-yl)pyridine-3-carbonitrile O=C1C(=C(C=NN1)N[C@@H](COCCC(=O)N1CCN(CC1)C1=CC=C(C=N1)C#N)C1=CC=CC=C1)C(F)(F)F